sodium methylnaphthalenedisulfonate COS(=O)(=O)C=1C(=CC=C2C=CC=CC12)S(=O)(=O)[O-].[Na+]